5-(3,4-dimethyl-1,2-oxazol-5-yl)thiophene-2-sulfonyl chloride CC1=NOC(=C1C)C1=CC=C(S1)S(=O)(=O)Cl